3-[2-(dimethylamino)ethyl]-1H-indole-4-carboxylic acid CN(CCC1=CNC=2C=CC=C(C12)C(=O)O)C